ClC1=CC(=NC=C1F)C(C)NC1CC1 N-(1-(4-chloro-5-fluoropyridin-2-yl)ethyl)cyclopropanamine